ClC1=CC=C(C=N1)SCC 6-chloro-3-ethylthiopyridine